C1(=CC=CC=C1)[13C]#CC#CC1=CC=CC=C1 1,4-diphenyl-but-1,3-diyne-13C